C(C1=CC=CC=C1)N([C@@H](CC(=O)OCC)C=1C=C(C=CC1)C1=C(C=CC(=C1)OC)C)[C@H](C)C1=CC=CC=C1 ethyl (S)-3-(benzyl((R)-1-phenylethyl)amino)-3-(5'-methoxy-2'-methylbiphenyl-3-yl)propanoate